NC1=C(C(=O)N2CCC(CC2)N2C(NC3=NC=C(C=C32)C3CC2(CC(C2)F)C3)=O)C=CC(=C1)OC(F)(F)F 1-[1-[2-amino-4-(trifluoromethoxy)benzoyl]-4-piperidyl]-6-(2-fluorospiro[3.3]heptan-6-yl)-3H-imidazo[4,5-b]pyridin-2-one